CC(\C=C/C1=C(CCCC1(C)C)C)(C#C)O (Z)-3-methyl-1-(2,6,6-tri-methylcyclohex-1-en-1-yl)pent-1-en-4-yn-3-ol